C(C)(C)(C)OC(=O)N1CCN(CC1)C=1C(=NC(=CC1)N1C(=CC=C1C)C)C 4-(6-(2,5-dimethyl-1H-pyrrol-1-yl)-2-methylpyridin-3-yl)piperazine-1-carboxylic acid tert-butyl ester